2,2-bis(4-hydroxy-tert-butylphenyl)propane OC1=CC(=C(C=C1)C(C)(C)C1=C(C=C(C=C1)O)C(C)(C)C)C(C)(C)C